BrCCCC(CCC(CCC=C(C)C)C)OC1OCCCC1 2-((1-Bromo-7,11-dimethyldodec-10-en-4-yl)oxy)tetrahydro-2H-pyran